(S)-2-((4-(3-((4-cyano-2-fluorobenzyl)oxy)phenoxy)piperidin-1-yl)methyl)-1-(Oxetan-2-ylmethyl)-1H-benzo[d]imidazole-6-carboxylic acid methyl ester COC(=O)C=1C=CC2=C(N(C(=N2)CN2CCC(CC2)OC2=CC(=CC=C2)OCC2=C(C=C(C=C2)C#N)F)C[C@H]2OCC2)C1